C1=C(C=CC2=CC=CC=C12)C1=CC=C(C=C1)N(C1=CC=2C=CC3=CC=CC=C3C2C=C1)C=1C=C(C(=CC1)C1=CC=CC=C1)C1=CC=C(C=C1)C1=CC=CC2=CC=CC=C12 {4-(naphthalen-2-yl)phenyl}{4''-(naphthalen-1-yl)-(1,1':2',1''-terphenyl)-4'-yl}-(phenanthren-2-yl)amine